(R)-5-(3-Fluoro-4-((6-methylpyridin-2-yl)oxy)phenyl)-6-(pyrrolidin-3-yl-methyl)-7,8-dihydro-6H-imidazo[1',2':1,5]pyrrolo[2,3-d]pyrimidin-4-amine FC=1C=C(C=CC1OC1=NC(=CC=C1)C)C1=C2N(C=3N=CN=C(C31)N)CCN2C[C@H]2CNCC2